(S)-quinuclidin-3-yl (7-(quinolin-3-yl)chroman-4-yl)carbamate N1=CC(=CC2=CC=CC=C12)C1=CC=C2C(CCOC2=C1)NC(O[C@@H]1CN2CCC1CC2)=O